4-(trifluoromethyl)pyridine FC(C1=CC=NC=C1)(F)F